6-(cyclopropanecarboxamido)-4-((3,5-dimethyl-4,5-dihydro-3H-[1,2,3]triazolo[4,5-c][1,7]naphthyridin-6-yl)amino)-N-(methyl-d3)pyridazine-3-carboxamide C1(CC1)C(=O)NC1=CC(=C(N=N1)C(=O)NC([2H])([2H])[2H])NC1=NC=CC=2C3=C(CN(C12)C)N(N=N3)C